NC1=NC=NN2C1=C(C(=N2)C=2C=NC(=CC2)NC(C(=C)F)=O)C2=CC(=C(C(=O)NCC(F)(F)F)C=C2)OC 4-(4-amino-6-(6-(2-fluoroacrylamido)pyridin-3-yl)pyrazolo[5,1-f][1,2,4]triazin-5-yl)-2-methoxy-N-(2,2,2-trifluoroethyl)benzamide